C1OCC12CN(CC2)C(=O)C2=CC=C(C=C2)C2=C(N(C=1N=CN=C(C12)N)C)C1=CC=C(C=C1)NC(C(=C)C)=O N-(4-(5-(4-(2-oxa-6-azaspiro[3.4]octane-6-carbonyl)phenyl)-4-amino-7-methyl-7H-pyrrolo[2,3-d]pyrimidin-6-yl)phenyl)methacrylamide